CN(C(=O)N[C@@H]1CC[C@H](CC1)CC=O)C 1,1-dimethyl-3-(trans-4-(2-oxoethyl)cyclohexyl)urea